[Si](C)(C)(C(C)(C)C)OCCCC1=C(C(=O)N[C@H](C)C2=CC(=C(C=C2)OC)OC)C=CC=C1 2-[3-[tert-butyl(dimethyl)silyl]oxypropyl]-N-[(1R)-1-(3,4-dimethoxyphenyl)ethyl]benzamide